tert-butyl (1-(cyanomethyl)cyclopropyl)carbamate C(#N)CC1(CC1)NC(OC(C)(C)C)=O